FC(C1=C(C=CC(=C1)B1OC(C(O1)(C)C)(C)C)[C@@H](C)N[S@@](=O)C(C)(C)C)(F)F (S)-N-((R)-1-(2-trifluoromethyl-4-(4,4,5,5-tetramethyl-1,3,2-dioxaborolan-2-yl)phenyl)ethyl)-2-methylpropane-2-sulfinamide